C1(CC1)C1=CC(=C(C(=O)NC(NC=2C=NC=NC2)=O)C=C1)F 4-cyclopropyl-2-fluoro-N-(pyrimidin-5-ylcarbamoyl)benzamide